(S)-3-(4-chloro-3-((2R,3R)-2-(2,2-difluorobenzo[d][1,3]dioxolan-5-yl)-4,4,4-Trifluoro-3-methylbutanamido)phenyl)-3-cyclopropylpropionic acid ClC1=C(C=C(C=C1)[C@@H](CC(=O)O)C1CC1)NC([C@H]([C@H](C(F)(F)F)C)C1=CC2=C(OC(O2)(F)F)C=C1)=O